NC1(COC1)C1=C(C=C(C=C1)C1=CC2=C(N=C3N2[C@H]2C4=C(C(N([C@@H]3C2)C([2H])([2H])[2H])=O)C=CC=C4C#C)C=C1)F (7R,14R)-11-(4-(3-aminooxetan-3-yl)-3-fluorophenyl)-1-ethynyl-6-(methyl-d3)-6,7-dihydro-7,14-methanobenzo[f]benzo[4,5]imidazo[1,2-a][1,4]diazocin-5(14H)-one